di-tert-butyl 3-aminopentanedioate NC(CC(=O)OC(C)(C)C)CC(=O)OC(C)(C)C